CNC1=NC(=C(C=C1)B1OC(C(O1)(C)C)(C)C)C N,6-dimethyl-5-(4,4,5,5-tetramethyl-1,3,2-dioxaborolan-2-yl)pyridin-2-amine